ClC=1C=CC=2C(=C3N(C2C1C=1C(=NN(C1C)C)C)CCCN(C3=O)C=3C=C(C1=C(N=NN1C)C3)C(=O)O)CCCOC3=CC(=C(C(=C3)C)Cl)C 6-[8-Chloro-11-[3-(4-chloro-3,5-dimethyl-phenoxy)propyl]-1-oxo-7-(1,3,5-trimethylpyrazol-4-yl)-4,5-dihydro-3H-[1,4]diazepino[1,2-a]indol-2-yl]-3-methyl-benzotriazole-4-carboxylic Acid